BrC(C(=O)[O-])COC 2-bromo-3-methoxypropanoate